FC(=CC1=CC=CC=C1)SC1=C(C=CC=C1)Cl (2-chlorophenyl) (1-fluoro-2-phenylvinyl) sulfide